C(CC1=CC=CC=C1)N[Pb]I phenethylaminolead iodide